methyl-2-hydroxystyrene CC=CC1=C(C=CC=C1)O